5,6-difluoro-8-(4-(trifluoromethyl)phenoxy)quinoline-3-carboxylic acid FC1=C2C=C(C=NC2=C(C=C1F)OC1=CC=C(C=C1)C(F)(F)F)C(=O)O